(R)-N-(3-(1-((2-amino-5-chloropyridin-3-yl)oxy)ethyl)-phenyl)-1-methyl-2-oxo-1,2,3,4-tetrahydroquinoline-7-carboxamide NC1=NC=C(C=C1O[C@H](C)C=1C=C(C=CC1)NC(=O)C1=CC=C2CCC(N(C2=C1)C)=O)Cl